ClC1=CC(=C(COC2=CC=CC(=N2)C=2CCN(CC2)CC2=NC3=C(N2C[C@H]2OCC2)C=C(C=C3)C(=O)O)C=C1)F (S)-2-((6-((4-chloro-2-fluorobenzyl)oxy)-3',6'-dihydro-[2,4'-bipyridin]-1'(2'H)-yl)methyl)-1-(oxetan-2-ylmethyl)-1H-benzo[d]imidazole-6-carboxylic acid